(1R,3aR,6aS)-N-((S)-1-cyano-2-((R)-2-oxopiperidin-3-yl)ethyl)-2-(4-fluoro-7-difluoromethyl-1H-indole-2-carbonyl)-5,5-difluorooctahydrocyclopenta[c]pyrrole-1-carboxamide C(#N)[C@H](C[C@@H]1C(NCCC1)=O)NC(=O)[C@@H]1N(C[C@H]2[C@@H]1CC(C2)(F)F)C(=O)C=2NC1=C(C=CC(=C1C2)F)C(F)F